O=C1C[C@H](OC2=C1C=CC=1NC(=NC12)C(F)(F)F)C1=CC=C(C#N)C=C1 (S)-4-(6-oxo-2-(trifluoromethyl)-3,6,7,8-tetrahydrochromeno[7,8-d]imidazol-8-yl)benzonitrile